C1C[C@H](CC12CCNCC2)N2C=NC1=CC=C(C=C1C2=O)OC2=C(C(=CC=C2F)NS(N(C)CC)(=O)=O)C#N 3-[(3R)-8-azaspiro[4.5]decan-3-yl]-6-[2-cyano-3-[[ethyl(methyl)sulfamoyl]amino]-6-fluoro-phenoxy]-4-oxo-quinazoline